CC(CP(O)(O)=O)C 2-methylpropylphosphonic acid